C(CCCCCCCCCCCCCCCCCCC)NCCCCCCCCCCCCCCCCCCCCCC eicosanyl-behenylamine